3,3-di(4-methoxyphenyl)-6,11-dimethoxy-13-butyl-13-hydroxy-3H,13H-indeno[2',3':3,4]naphtho[1,2-b]pyran COC1=CC=C(C=C1)C1(C=CC2=C(O1)C=1C=C(C=CC1C1=C2C(C2=CC(=CC=C21)OC)(O)CCCC)OC)C2=CC=C(C=C2)OC